fluoro-1H-pyrrolo[2,3-b]pyridin FN1C=CC=2C1=NC=CC2